4-chloro-1-(3-(pyrrolidine-1-ylmethyl)benzyl)-1H-imidazo[4,5-c]Quinoline-2-carboxylic acid ethyl ester C(C)OC(=O)C=1N(C2=C(C(=NC=3C=CC=CC23)Cl)N1)CC1=CC(=CC=C1)CN1CCCC1